tert-Butyl ((3S,4S,7S)-4,7-dimethyl-1-((2-nitrophenyl)sulfonyl)azepan-3-yl)carbamate C[C@@H]1[C@@H](CN([C@H](CC1)C)S(=O)(=O)C1=C(C=CC=C1)[N+](=O)[O-])NC(OC(C)(C)C)=O